2-methoxy-5-(6-oxa-2-azaspiro[3.4]octan-2-yl)benzenesulfonamide COC1=C(C=C(C=C1)N1CC2(C1)COCC2)S(=O)(=O)N